C12(C3C4C5C3C1C5C24)C=O cubane-1-carbaldehyde